C1(CC1)C1=NC=NC(=C1C=1N=CC2=C(N1)C(=CN2)CC2=CC=C(C=C2)C=2N(C=C(N2)C(F)(F)F)C)OCC 2-(4-cyclopropyl-6-ethoxy-pyrimidin-5-yl)-7-[[4-[1-methyl-4-(trifluoromethyl)imidazol-2-yl]phenyl]methyl]-5H-pyrrolo[3,2-d]pyrimidine